COC(\C(=C(\C(F)(F)F)/F)\F)(C(C(C(F)(F)F)(F)F)(F)F)F 4-methoxy-(E)-perfluoro-2-heptene